[N+](=O)([O-])C1=C(C=CC=C1)S(=O)(=O)NCCCC[C@@H](NC(CN1CCN(CCN(CCN(CC1)CC(OC(C)(C)C)=O)CC(OC(C)(C)C)=O)CC(=O)OC(C)(C)C)=O)C(=O)O N6-((2-nitrophenyl)sulfonyl)-N2-(2-(4,7,10-tris(2-(tert-butoxy)-2-oxoethyl)-1,4,7,10-tetraazacyclododecan-1-yl)acetyl)-D-lysine